COC=1N=C2C(=CC=NC2=CC1OC)OC1=C(C=C(C=C1)NC(C1=C(N=C(C(=C1O)C=1OC(=CC1)C=C)C)C)=O)F N-(4-((6,7-Dimethoxy-1,5-naphthyridin-4-yl)oxy)-3-fluorophenyl)-4-hydroxy-2,6-dimethyl-5-(5-vinylfuran-2-yl)nicotinamide